C[C@@H]1NC2=CC=C3C(=C2CC1)N=C(N3CCNCC3=NN(C=C3)C)CCN3C(C=CC=C3)=O (7S)-7-Methyl-3-(2-{[(1-methyl-1H-pyrazol-3-yl)methyl]amino}ethyl)-2-[2-(2-oxo-1,2-dihydropyridin-1-yl)ethyl]-3H,6H,7H,8H,9H-imidazo[4,5-f]chinolin